7,9-difluoro-5H-pyrimido[5,4-b]indole FC=1C=C(C=2C3=C(NC2C1)C=NC=N3)F